[Fe].[Sr].[Mg].[Li] lithium magnesium strontium iron